C(C)(=O)[O-].C(C)(=O)[O-].C(C(C)C)[Sn+2]CC(C)C diisobutyltin diacetate